(R)-2-(6-methyl-8-((1-(3-(trifluoromethyl)phenyl)ethyl)amino)-1H-pyrazolo[3,4-g]Quinazolin-1-yl)ethan-1-ol CC1=NC=2C=C3C(=CC2C(=N1)N[C@H](C)C1=CC(=CC=C1)C(F)(F)F)N(N=C3)CCO